F[P-](F)(F)(F)(F)F.O=C1N(N=NC2=C1C=CC=C2)O[P+](N2CCCC2)(N2CCCC2)N2CCCC2 ([(3,4-dihydro-4-oxo-1,2,3-benzotriazin-3-yl)oxy])-tris(pyrrolidinyl)phosphonium hexafluorophosphate